(2S,4S)-tert-Butyl 2-((6-bromo-3-methylpyridin-2-yl)carbamoyl)-4-(trifluoromethyl)pyrrolidine-1-carboxylate BrC1=CC=C(C(=N1)NC(=O)[C@H]1N(C[C@H](C1)C(F)(F)F)C(=O)OC(C)(C)C)C